BrC=1C(=NSC1)OCC1=C(C=C(C=C1)Cl)F 4-Bromo-3-((4-chloro-2-fluorobenzyl)oxy)isothiazol